ClC1=CC=2C(C3=CC=CC=C3C2C=C1)(C1=CC=C(C=C1)C(C)(C)C)C1=CC=C(C=C1)C(C)(C)C 2-chloro-9,9-bis(4-tert-butylphenyl)-9H-fluorene